tert-butyl 7-[2-(4,6-dimethylpyrazolo[1,5-a]pyrazin-2-yl)-5-oxo-pyrido[2,3-d]pyridazin-6-yl]-4-azaspiro[2.5]octane-4-carboxylate CC=1C=2N(C=C(N1)C)N=C(C2)C=2C=CC1=C(C=NN(C1=O)C1CCN(C3(CC3)C1)C(=O)OC(C)(C)C)N2